C(C)(C)(C)C1CC(C1)O (1S,3S)-3-(tert-butyl)cyclobutan-1-ol